amino-2,4,6-trimethylbenzenesulfonate NC=1C(=C(C(=CC1C)C)S(=O)(=O)[O-])C